2-mercaptocyclopentan-1-ol SC1C(CCC1)O